Tri-e-hydrazine hydrate O.NN.NN.NN